(R)-(1-(5-chloro-4-(methylthio)pyrimidin-2-yl)-4,4-difluoropiperidin-3-yl)-methanol ClC=1C(=NC(=NC1)N1C[C@@H](C(CC1)(F)F)CO)SC